ClC=1C=C(C=CC1C1=C(N=C(N1)C1=NC=C(C=C1)F)Cl)S(=O)(=O)N 3-Chloro-4-[4-chloro-2-(5-fluoro-2-pyridyl)-1H-imidazol-5-yl]benzenesulfonamide